1,3-di-tert-butyl-2-ethyl-1,3-propanediol benzoate mesitylglyoxylate C1(=C(C(=CC(=C1)C)C)C(C(=O)OC(C(C(OC(C1=CC=CC=C1)=O)C(C)(C)C)CC)C(C)(C)C)=O)C